N-[4-[3-chloro-4-(trifluoromethoxy)phenyl]-2-fluorophenyl]-8-oxo-6,7-dihydro-5H-indolizine-5-carboxamide ClC=1C=C(C=CC1OC(F)(F)F)C1=CC(=C(C=C1)NC(=O)C1N2C=CC=C2C(CC1)=O)F